CN1C(=CC=2C(=NC(=CC21)C2=CC=C(CN1CCN(CC1)CC(C)(O)C)C=C2)C)C2=CC=C(C=C2)S(=O)(=O)C 1-(4-(4-(1,4-Dimethyl-2-(4-(methylsulfonyl)phenyl)-1H-pyrrolo[3,2-c]pyridin-6-yl)benzyl)piperazin-1-yl)-2-methylpropan-2-ol